C(C)(C)(C)N1N=C(C(=C1NC(OC(C)C1CC1)=O)C)C1CC(C1)(F)F 1-cyclopropylethyl (1-(tert-butyl)-3-(3,3-difluorocyclobutyl)-4-methyl-1H-pyrazol-5-yl)carbamate